FC(C1=NN=C(O1)C1=CC=2N(C=C1)C=C(N2)CN(S(=O)(=O)N2CCN(CC2)C(C)C)C2=CC(=CC=C2)F)F N-((7-(5-(difluoromethyl)-1,3,4-oxadiazol-2-yl)imidazo[1,2-a]pyridin-2-yl)methyl)-N-(3-fluorophenyl)-4-isopropylpiperazine-1-sulfonamide